1-[2-(4,4-difluoropyrrolidin-3-yl)oxy-6-[5-[(6-methylpyridazin-3-yl)amino]benzimidazol-1-yl]-3-pyridyl]ethanol FC1(C(CNC1)OC1=NC(=CC=C1C(C)O)N1C=NC2=C1C=CC(=C2)NC=2N=NC(=CC2)C)F